CC1=C(C=CC(=C1C=1C=C2C(=NC1)NC(=C2)C=2C=NC(=NC2)C)C)O 2,4-dimethyl-3-(2-(2-methylpyrimidin-5-yl)-1H-pyrrolo[2,3-b]pyridin-5-yl)phenol